3-(3-((3-chloro-4-fluorobenzyl)oxy)-4-(ethylsulfonamido)phenyl)-5-((5-methylpyrazin-2-yl)amino)-1H-pyrazole-4-carboxamide ClC=1C=C(COC=2C=C(C=CC2NS(=O)(=O)CC)C2=NNC(=C2C(=O)N)NC2=NC=C(N=C2)C)C=CC1F